3,4-Dihydroisoquinolin-1-one C1(NCCC2=CC=CC=C12)=O